CC1=CC=CC(=N1)CCN 2-(6-methylpyridin-2-yl)ethan-1-amine